C(C)O[Si](CCCS)(OCCOCCOCCOCCOCCOCCC)OCCOCCOCCOCCOCCOCCC 3-[ethoxybis(3,6,9,12,15-pentoxaoctadec-1-yloxy)silyl]-1-propanethiol